Cl.CSC[C@@H]1CNCCC1 (3S)-3-[(methylsulfanyl)methyl]piperidine hydrochloride